N-((1,2,3,5,6,7-Hexahydro-s-indacen-4-yl)carbamoyl)-1-(thiazol-2-yl)-1H-pyrazole-3-sulfonamide, sodium salt [Na].C1CCC2=C(C=3CCCC3C=C12)NC(=O)NS(=O)(=O)C1=NN(C=C1)C=1SC=CN1